The molecule is a 7alpha-hydroxy steroid, a 12alpha-hydroxy steroid and a 3-oxo-Delta(4) steroid. It derives from a chol-4-en-24-oic acid. It is a conjugate acid of a 7alpha,12alpha-dihydroxy-3-oxochol-4-en-24-oate. C[C@H](CCC(=O)O)[C@H]1CC[C@@H]2[C@@]1([C@H](C[C@H]3[C@H]2[C@@H](CC4=CC(=O)CC[C@]34C)O)O)C